5-Chloro-N-(2-fluoro-4-(trifluoromethyl)benzyl)-2-hydroxybenzamide ClC=1C=CC(=C(C(=O)NCC2=C(C=C(C=C2)C(F)(F)F)F)C1)O